4'-(difluoromethyl)-1'-(4-iodo-1-methyl-1H-pyrazol-5-yl)spiro[cyclohexane-1,3'-indoline]-2'-one FC(C1=C2C3(C(N(C2=CC=C1)C1=C(C=NN1C)I)=O)CCCCC3)F